OC=1C=C(C=CC1)C#CC1=C(C=CC=C1)CN1CCN(CC1)C1=CC=C(N=N1)C(=O)NS(=O)(=O)C1=CC(=C(C=C1)NCCSC1=CC=CC=C1)C(F)(F)F 6-[4-[[2-[2-(3-Hydroxyphenyl)ethynyl]phenyl]methyl]piperazin-1-yl]-N-[4-(2-phenylsulfanylethylamino)-3-(trifluoromethyl)phenyl]sulfonylpyridazine-3-carboxamide